ClC=1C=C(CN[C@H]2C[C@H](CC2)NC(OC)=O)C=CC1N1N=CC(=C1)C1=NC(=NC=C1C#N)NC1CCN(CC1)S(=O)(=O)C Methyl ((1S,3R)-3-((3-chloro-4-(4-(5-cyano-2-((1-(methylsulfonyl)piperidin-4-yl)amino)pyrimidin-4-yl)-1H-pyrazol-1-yl)benzyl)amino)cyclopentyl)carbamate